COC=1C=C(N=NC1N1CCOCC1)N 5-methoxy-6-morpholinopyridazin-3-amine